FC(OC1=C(C=C(C=C1)NN)C1=NOC(=N1)C)F 3-(2-(difluoromethoxy)-5-hydrazinophenyl)-5-methyl-1,2,4-oxadiazole